BrC=1N=CC(=NC1)[C@H]1[C@@H](C1)C(=O)O (1R,2R)-2-(5-bromo-pyrazin-2-yl)-cyclopropanecarboxylic acid